COC1=CC=C(C=N1)CCNC1=NC=C2N(C(N(C2=N1)C1CCOCC1)=O)C 2-((2-(6-methoxypyridin-3-yl)ethyl)amino)-7-methyl-9-(tetrahydro-2H-pyran-4-yl)-7,9-dihydro-8H-purin-8-one